NC=1C=C(OC2=CC=C(C=C2)OC2=CC=C(C=C2)OC2=CC(=CC=C2)N)C=CC1 bis[4-(3-Aminophenoxy) phenyl] ether